dimethylcyclohex-3-enecarbaldehyde CC1=C(CC(CC1)C=O)C